FC(C1=CC(=NC(=C1)C=1N=NN(C1)C=1C(=C(C(=O)O)C=CC1)O)C=1N=NN(C1)C=1C(=C(C(=O)O)C=CC1)O)(F)F 4'-((4-(trifluoromethyl)pyridin-2,6-diyl)bis(1H-1,2,3-triazole-4,1-diyl))bis(2-hydroxybenzoic acid)